4-(6-(4-aminopiperidin-1-yl)pyridin-3-yl)-6-(1-methyl-1H-pyrazol-4-yl)pyrazolo[1,5-a]pyridine-3-carbonitrile dihydrochloride Cl.Cl.NC1CCN(CC1)C1=CC=C(C=N1)C=1C=2N(C=C(C1)C=1C=NN(C1)C)N=CC2C#N